(2S,4R)-1-(L-valyl)-4-hydroxy-N-((R)-2-hydroxy-1-(4-(4-methylthiazol-5-yl)phenyl)ethyl)pyrrolidine-2-carboxamide N[C@@H](C(C)C)C(=O)N1[C@@H](C[C@H](C1)O)C(=O)N[C@@H](CO)C1=CC=C(C=C1)C1=C(N=CS1)C